2-bromo-6-(methoxymethyl)benzaldehyde BrC1=C(C=O)C(=CC=C1)COC